4-methyl-3-(4-(5-(4-methylpiperazin-1-yl)pyridin-3-yl)-1H-pyrazol-1-yl)aniline-d CC1=C(C=C(N[2H])C=C1)N1N=CC(=C1)C=1C=NC=C(C1)N1CCN(CC1)C